4-(Piperidin-1-yl)-3-(1-(2,2,2-trifluoroethyl)-1H-indazole-3-carboxamido)benzoic acid N1(CCCCC1)C1=C(C=C(C(=O)O)C=C1)NC(=O)C1=NN(C2=CC=CC=C12)CC(F)(F)F